2-N-(4-piperazin-1-ylpyridin-3-yl)-4-N-pyridin-3-yl-1,3-thiazole-2,4-dicarboxamide N1(CCNCC1)C1=C(C=NC=C1)NC(=O)C=1SC=C(N1)C(=O)NC=1C=NC=CC1